(S)-5-((4-((2-hydroxy-1-phenylethyl)amino)-5-(3-(pyridin-4-yl)-1,2,4-oxadiazol-5-yl)pyrimidin-2-yl)amino)-2,3,3-trimethylisoindolin-1-one OC[C@H](C1=CC=CC=C1)NC1=NC(=NC=C1C1=NC(=NO1)C1=CC=NC=C1)NC=1C=C2C(N(C(C2=CC1)=O)C)(C)C